BrC1=C(C(=CC=C1)OC1CCOCC1)N1C(CCC1)=O 1-(2-bromo-6-((tetrahydro-2H-pyran-4-yl)oxy)phenyl)pyrrolidin-2-one